CC1(OC[C@@H](N1C(=O)OC(C)(C)C)\C=C\C(C)=O)C tert-Butyl (S,E)-2,2-dimethyl-4-(3-oxobut-1-en-1-yl)oxazolidine-3-carboxylate